1-(3-bromo-5-methylpyridin-4-yl)-N-(5-cyano-6-(2H-1,2,3-triazol-2-yl)pyridin-3-yl)-5-(trifluoromethyl)-1H-pyrazole-4-carboxamide BrC=1C=NC=C(C1N1N=CC(=C1C(F)(F)F)C(=O)NC=1C=NC(=C(C1)C#N)N1N=CC=N1)C